N-cyclohexylphosphoric acid triamide C1(CCCCC1)NP(N)(N)=O